ferrocenecarboxaldehyde [C-]1(C=CC=C1)C=O.[CH-]1C=CC=C1.[Fe+2]